CN1CCN(CC1)CC(C1(CC1)C1=CC=C(C=C1)[N+](=O)[O-])C(=O)C(CN1CCN(CC1)C)C1(CC1)C1=CC=C(C=C1)[N+](=O)[O-] 2-(4-methylpiperazin-1-yl)-1-[1-(4-nitrophenyl) cyclopropyl]Ethyl ketone